(R)-2-(2-(pyrrolidin-1-ylmethyl)pyrrolidin-1-yl)-5-(4,4,5,5-tetramethyl-1,3,2-dioxaborolan-2-yl)pyrimidine N1(CCCC1)C[C@@H]1N(CCC1)C1=NC=C(C=N1)B1OC(C(O1)(C)C)(C)C